C1(CCCCC1)N1C(=CC=2C1=C1C(=NC2)NC=C1)COC1=CC=C(C=C1)C 1-cyclohexyl-2-((p-tolyloxy)methyl)-1,6-dihydrodipyrrolo[2,3-b:2',3'-d]Pyridine